tert-Butyl 3-Methyl 6-Methyl-4-{[(trifluoromethyl)sulfonyl]oxy}-5,6-dihydropyridine-1,3(2H)-dicarboxylate CC1CC(=C(CN1C(=O)OC(C)(C)C)C(=O)OC)OS(=O)(=O)C(F)(F)F